8-chloro-2-(1-(((1r,4r)-4-methoxycyclohexyl)methyl)-1H-pyrazol-4-yl)-7-((2-methyl-1H-benzo[d]imidazol-6-yl)oxy)quinoxaline ClC=1C(=CC=C2N=CC(=NC12)C=1C=NN(C1)CC1CCC(CC1)OC)OC=1C=CC2=C(NC(=N2)C)C1